CON=C1C2=C(N(C=N1)[C@@H]1O[C@@H]([C@@]([C@H]1O)(C)O)COC1=CC=C3C=CC(=NC3=C1)N)NC=C2 ((2R,3R,4S,5R)-5-(((2-aminoquinolin-7-yl)oxy)methyl)-3,4-dihydroxy-4-methyltetrahydrofuran-2-yl)-1H-pyrrolo[2,3-d]pyrimidin-4(7H)-one O-methyl oxime